(2S,4R)-4-fluoro-N-[(S)-[3-fluoro-4-(1-methylcyclopropyl)phenyl](phenyl)methyl]-1-[2-(2-oxopiperazin-1-yl)acetyl]pyrrolidine-2-carboxamide F[C@@H]1C[C@H](N(C1)C(CN1C(CNCC1)=O)=O)C(=O)N[C@@H](C1=CC=CC=C1)C1=CC(=C(C=C1)C1(CC1)C)F